methyl 5-(2-{2-[3-(pyridin-3-yl)benzenesulfonamido]phenyl}-ethynyl)pyridine-2-carboxylate N1=CC(=CC=C1)C=1C=C(C=CC1)S(=O)(=O)NC1=C(C=CC=C1)C#CC=1C=CC(=NC1)C(=O)OC